O=C1NC(CCC1N1C(C2=CC=C(C=C2C1=O)N1CC(N(C(C1)C)CC1CCN(CC1)CCOC1=CC=C(C=C1)C(=C(CC)C1=CC=CC=C1)C1=CC=C(C=C1)O)C)=O)=O 2-(2,6-dioxopiperidin-3-yl)-5-(4-((1-(2-(4-(1-(4-hydroxyphenyl)-2-phenylbut-1-en-1-yl)phenoxy)ethyl)piperidin-4-yl)methyl)-3,5-dimethylpiperazin-1-yl)isoindoline-1,3-dione